4-((1-((2-Bromo-4-(trifluoromethoxy)phenyl)sulfonyl)-3-(hydroxymethyl)azetidin-3-yl)methoxy)-2-fluorobenzonitrile BrC1=C(C=CC(=C1)OC(F)(F)F)S(=O)(=O)N1CC(C1)(CO)COC1=CC(=C(C#N)C=C1)F